CC1(C(CC(N1)=O)C1=C(C=CC=C1)C)C 5,5-dimethyl-4-(2-methylphenyl)-2-pyrrolidinone